5-bromo-4-(5-cyclopropyl-1,3,4-oxadiazol-2-yl)-1-(3-fluoro-4-methylbenzyl)-9-methyl-1,3-dihydro-2H-benzo[b]azepin-2-one BrC=1C2=C(N(C(CC1C=1OC(=NN1)C1CC1)=O)CC1=CC(=C(C=C1)C)F)C(=CC=C2)C